N-((3-methoxythiophen-2-yl)methyl)-2-(9-(pyridin-2-yl)-6-oxaspiro[4.6]undecan-9-yl)ethylamine COC1=C(SC=C1)CNCCC1(CCOC2(CCCC2)CC1)C1=NC=CC=C1